C(CCCC)(=O)OCOC1=NC2=CC(=CC=C2C=C1)OCCCCN1CCN(CC1)C1=CC=CC=2SC=CC21 (7-(4-(4-(benzo[b]thiophen-4-yl)piperazin-1-yl)butoxy)quinolin-2-yloxy)methyl pentanoate